(S)-(1-(4-chloro-5-iodo-7H-pyrrolo[2,3-d]pyrimidin-7-yl)pent-4-en-2-yl-1,1-d2)carbamic acid tert-butyl ester C(C)(C)(C)OC(N[C@H](C([2H])([2H])N1C=C(C2=C1N=CN=C2Cl)I)CC=C)=O